CN1CN(CN(C1)C)C 1,3,5-trimethylhexahydroS-triazine